(3-aminoazetidin-1-yl)-[(2R,6R)-6-methyl-4-[(trifluoromethyl)-5-quinolyl]morpholin-2-yl]methanone NC1CN(C1)C(=O)[C@H]1CN(C[C@H](O1)C)C1=C2C=CC(=NC2=CC=C1)C(F)(F)F